dipropyl-2,5-pyridinedicarboxylic acid C(CC)C1=C(C(=NC=C1C(=O)O)C(=O)O)CCC